NC=1SC(=CN1)[C@@H]1[C@@H](CN(CC1)C(=O)OC(C)(C)C)F |r| tert-butyl (3SR,4SR)-4-(2-aminothiazol-5-yl)-3-fluoro-piperidine-1-carboxylate